ClC1=CC=C(C=C1)C1=CN=C(S1)C12CC(C1)(C2)NC(=O)C2=CN=C(O2)C2(CC2)S(=O)(=O)C N-[3-[5-(4-chlorophenyl)thiazol-2-yl]-1-bicyclo[1.1.1]pentanyl]-2-(1-methylsulfonylcyclopropyl)oxazole-5-carboxamide